di(naphthalen-2-yl)phosphine oxide C1=C(C=CC2=CC=CC=C12)P(C1=CC2=CC=CC=C2C=C1)=O